2-((1s,4s)-4-((5-(1-(2,2-Difluoroethyl)-1H-pyrazol-3-yl)-2-((2-(3-methyl-1-(2,2,2-trifluoroethyl)-1H-pyrazol-4-yl)pyrimidin-4-yl)amino)pyridin-4-yl)amino)cyclohexyl)ethan-1-ol FC(CN1N=C(C=C1)C=1C(=CC(=NC1)NC1=NC(=NC=C1)C=1C(=NN(C1)CC(F)(F)F)C)NC1CCC(CC1)CCO)F